FC(C1=NC(=NO1)C=1C=C2CCC(C2=CC1)NC(=O)C1=NN(C=N1)C)F N-(5-(5-(difluoromethyl)-1,2,4-oxadiazol-3-yl)-2,3-dihydro-1H-inden-1-yl)-1-methyl-1H-1,2,4-triazole-3-carboxamide